7-chloro-2-ethyl-4-(4-methoxybenzyl)-5-oxo-4,5-dihydro-2H-pyrazolo[4,3-b]pyridine-6-carboxylic acid methyl ester COC(=O)C1=C(C=2C(N(C1=O)CC1=CC=C(C=C1)OC)=CN(N2)CC)Cl